BrC1=C(C=NN(C1=O)C)N[C@@H]1C[C@@H](CN(C1)C)C1=CC=C(C=C1)CN1CCN(CC1)CC=1C=C2CN(C(C2=CC1)=O)C1C(NC(CC1)=O)=O 3-[5-[[4-[[4-[(3R,5R)-5-[(5-bromo-1-methyl-6-oxo-pyridazin-4-yl)amino]-1-methyl-3-piperidyl]phenyl]methyl]piperazin-1-yl]methyl]-1-oxo-isoindolin-2-yl]piperidine-2,6-dione